C1(CC1)CN(C1=NC=C(C=N1)CO[C@H]1CN2C(OC1)=NC(=C2)[N+](=O)[O-])C2=CC=C(C=C2)OC(F)(F)F (S)-N-cyclopropylmethyl-5-(((2-nitro-6,7-dihydro-5H-imidazo[2,1-b][1,3]oxazin-6-yl)oxy)methyl)-N-(4-(trifluoromethoxy)phenyl)pyrimidin-2-amine